3-(4-((tert-butyldimethylsilyl)oxy)phenyl)-3-hydroxy-7-(trifluoromethyl)indol-2-one [Si](C)(C)(C(C)(C)C)OC1=CC=C(C=C1)C1(C(NC2=C(C=CC=C12)C(F)(F)F)=O)O